COC=1C=C(C=CC1)N1N(C(CC1)=O)C=C 1-(3-methoxyphenyl)-2-vinylpyrazolidin-3-one